((1R,2R)-2-(pyridin-2-yldisulfanyl) cyclopentyl) carbonate C(O[C@H]1[C@@H](CCC1)SSC1=NC=CC=C1)([O-])=O